OC(CCOC=1C(NN=CC1C1=CC=C(C=C1)S(=O)(=O)C)=O)(C)C 4-(3-hydroxy-3-methylbutoxy)-5-[4-(methylsulfonyl)phenyl]-3(2H)pyridazinone